OCC(CC1=CC2=C(N(C(N2C)=O)C2C(NC(CC2)=O)=O)C=C1)(C)C 3-[5-(3-hydroxy-2,2-dimethylpropyl)-3-methyl-2-oxo-2,3-dihydro-1H-benzimidazol-1-yl]piperidine-2,6-dione